N,N,N,N-Tetramethylethylenediamine CN(C)CCN(C)C